C(C)(C)(C)OC(CN(N)CCC(=O)OC(C)(C)C)=O tert-Butyl 3-(1-(2-(tert-butoxy)-2-oxoethyl)hydrazinyl)propanoate